tert-butyl 4-(7-{[4-fluoro-2-(fluoromethyl)-1,3-benzoxazol-6-yl]carbamoyl}-2-methylindazol-4-yl)piperazine-1-carboxylate FC1=CC(=CC2=C1N=C(O2)CF)NC(=O)C2=CC=C(C1=CN(N=C21)C)N2CCN(CC2)C(=O)OC(C)(C)C